C(C)OC(=O)N1CCCC1 Pyrrolidinecarboxylic acid ethyl ester